COC=1C=C(C=C(C1)OCCCC(C)(C(=O)OCC(C)C)C)\C=C\C1=CC=C(C=C1)OC([2H])([2H])[2H] 3-methoxy-4'-Trideuteromethoxy-5-(4-methyl-4-isobutoxycarbonyl-pentyloxy)-(E)-stilbene